2,6,8,8-tetramethyl-4-((1-(3-(trifluoromethyl)phenyl)ethyl)amino)-6,8-dihydro-7H-pyrrolo[2,3-g]quinazolin-7-one CC1=NC2=CC3=C(C=C2C(=N1)NC(C)C1=CC(=CC=C1)C(F)(F)F)N(C(C3(C)C)=O)C